CN1N=CC(=C1)C=1C=C(C=NC1)C=O 5-(1-methylpyrazol-4-yl)pyridine-3-carbaldehyde